C1=CC=CC=2C3=CC=CC=C3C(C12)COC(=O)N[C@@H]([C@H](OC(C)(C)C)C)C(=O)O N-(((9H-fluoren-9-yl)methoxy)carbonyl)-O-(tert-butyl)-L-threonine